FC1=C(C=CC(=C1)CN1C(=NC=2C=NC=3N=C(C=CC3C21)OC)CN2CCOCC2)S(=O)(=O)N 2-Fluoro-4-((7-methoxy-2-(morpholinomethyl)-1H-imidazo[4,5-c][1,8]naphthyridin-1-yl)methyl)-benzenesulfonamide